ClC=1C=C(C=C(C1)Cl)C1(CC(=NO1)C1=CC=C(C(=O)N2C=CC3=CC(=CC=C23)C#N)C=C1)C(F)(F)F (4-(5-(3,5-dichlorophenyl)-5-(trifluoromethyl)-4,5-dihydroisoxazol-3-yl)benzoyl)-1H-indole-5-carbonitrile